ClC1=NC=C2C(=N1)N(C(N(C2)C2=C(C(=CC(=C2F)OC)OC)F)=S)CC 7-chloro-3-(2,6-difluoro-3,5-dimethoxyphenyl)-1-ethyl-3,4-dihydropyrimido[4,5-d]pyrimidine-2(1H)-thione